Methyl 4-vinyl-benzoate C(=C)C1=CC=C(C(=O)OC)C=C1